[Cu].NC1=NC=C(C2=C1C=NN2COCC[Si](C)(C)C)NC(C(N2[C@H](CC[C@@H](C2)C)C=2C=NC=C(C2)Cl)=O)=O |r| N-[4-Amino-1-(2-trimethylsilylethoxymethyl)pyrazolo[4,3-c]pyridin-7-yl]-2-oxo-2-[rac-(2R,5S)-2-(5-chloro-3-pyridyl)-5-methyl-1-piperidyl]acetamide Copper